ClC=1C(=NC=CC1C1=NC(=C(C=C1)CNCC1NC(CC1)=O)OC)C=1C(=C(C=CC1)NC(C1=NC=C(C=C1)CN1CC(C1)COC)=O)C N-(3-(3'-chloro-6-methoxy-5-((((5-oxopyrrolidin-2-yl)methyl)amino)methyl)-[2,4'-bipyridin]-2'-yl)-2-methylphenyl)-5-((3-(methoxymethyl)azetidin-1-yl)methyl)picolinamide